2-((4-(7-((1H-indazol-6-yl)methyl)-2,7-diazaspiro[4.4]nonan-2-yl)pyrimidin-5-yl)oxy)-5-fluoro-N-isopropyl-N-methylbenzamide N1N=CC2=CC=C(C=C12)CN1CC2(CCN(C2)C2=NC=NC=C2OC2=C(C(=O)N(C)C(C)C)C=C(C=C2)F)CC1